CC1(OB(OC1(C)C)\C=C\1/COCC1)C 4,4,5,5-tetramethyl-2-[(Z)-tetrahydrofuran-3-ylidenemethyl]-1,3,2-dioxaborolane